malenic acid C(=C\C(=O)O)\C(=O)O